N1(CCCCC1)C1CN(C1)C(=O)Cl 3-(piperidin-1-yl)azetidine-1-carbonyl chloride